OC[C@H](C1=CC=CC=C1)NC1=NC(=NC=C1C1=NN=NN1C)NC=1C=C2CCN(C(C2=CC1)=O)C 6-[[4-[[(1S)-2-hydroxy-1-phenyl-ethyl]amino]-5-(1-methyltetrazol-5-yl)pyrimidin-2-yl]amino]-2-methyl-3,4-dihydroisoquinolin-1-one